2-methyl-5H,7H-furo[3,4-b]pyridine-5,7-dione CC1=CC=C2C(=N1)C(OC2=O)=O